O1C=C(C2=C1C=CC=C2)C[C@H](NC(C(C(=O)NCCC2=CC(=CC=C2)OC)C)=O)OB(O)O ((1R)-2-(benzofuran-3-yl)-1-(3-((3-methoxyphenylethyl)amino)-2-methyl-3-oxopropionamido)ethyl)boric acid